BrC=1C(=C(SC1)Cl)Cl 4-bromo-2,3-dichlorothiophene